BrC1=CC=C(C=C1)S(=O)(=O)NC1=C(C(=O)NC=2SC=C(N2)C2=CC=CC=C2)C=CC(=C1)C(F)(F)F 2-((4-bromophenyl)sulfonamido)-N-(4-phenylthiazol-2-yl)-4-(trifluoromethyl)benzamide